4-(n-butyl-sulfanyl-thiocarbonyl)sulfanyl-methyl-benzoic acid C(CCC)SC(=S)SC1=CC(=C(C(=O)O)C=C1)C